NC1=CC2=C(N(C(=N2)C[C@@H](C(=O)N[C@H](C(=O)OCC)CC2=CC=C(C=C2)F)NC(=O)OC(C)(C)C)C)C=C1 ethyl (2S)-2-[[(2S)-3-(5-amino-1-methyl-benzimidazol-2-yl)-2-(tert-butoxycarbonylamino)propanoyl]amino]-3-(4-fluorophenyl)propanoate